CC=CC(=O)NC=1C(NC(NC1)=O)=O 5-(methylacrylamido)uracil